[Au].[Sn].ClC1=NC=CC(=C1)OC=1C(=NN(C1)C1C(CC1)=O)C1CCOCC1 (4-((2-chloropyridin-4-yl)oxy)-3-(tetrahydro-2H-pyran-4-yl)-1H-pyrazol-1-yl)cyclobutan-1-one TiN gold